Pyrazolo[1,5-a]pyridin-5-ylcarbamic acid tert-butyl ester C(C)(C)(C)OC(NC1=CC=2N(C=C1)N=CC2)=O